6-(6-(2,6-dichloro-3,5-dimethoxyphenyl)-2-(methylthio)pyrido[3,4-d]pyrimidin-8-yl)-1-oxa-6-azaspiro[3.3]heptane ClC1=C(C(=C(C=C1OC)OC)Cl)C1=CC2=C(N=C(N=C2)SC)C(=N1)N1CC2(CCO2)C1